tert-butyl 3-cyano-2-cyclopropyl-5-(N-(2-cyclopropyl-4-iodo-5-methylphenyl)but-2-ynamido)-1H-pyrrolo[3,2-b]pyridine-1-carboxylate C(#N)C1=C(N(C=2C1=NC(=CC2)N(C(C#CC)=O)C2=C(C=C(C(=C2)C)I)C2CC2)C(=O)OC(C)(C)C)C2CC2